2-[(2S,6R)-2-[1-(difluoromethyl)pyrazol-4-yl]-6-methyl-morpholin-4-yl]-7-methyl-4-[3-(trifluoromethyl)-1-bicyclo[1.1.1]pentanyl]pyrido[2,3-d]pyrimidine-6-carbonitrile FC(N1N=CC(=C1)[C@H]1CN(C[C@H](O1)C)C=1N=C(C2=C(N1)N=C(C(=C2)C#N)C)C21CC(C2)(C1)C(F)(F)F)F